(R)-6-(4-ethynyl-2-hydroxyphenyl)-5-methyl-3-(piperidin-3-ylamino)-1,2,4-triazine-2-oxide C(#C)C1=CC(=C(C=C1)C1=C(N=C([N+](=N1)[O-])N[C@H]1CNCCC1)C)O